C(CCCCCCC\C=C/CCCCCCCC)(=O)C(C1OCC(O1)CN(C)C)C(CCCCCCC\C=C/CCCCCCCC)=O 2-dioleoylmethyl-4-dimethylaminomethyl-[1,3]-dioxolane